C(C)(C)(C)OC(=O)C1CCN(CC1)C1=NC=CC(=N1)C#N 1-(4-Cyanopyrimidin-2-yl)piperidine-4-carboxylic acid tert-butyl ester